(S)-4-((hexadecyloxy)methyl)-2,2-dimethyl-1,3-dioxolane C(CCCCCCCCCCCCCCC)OC[C@@H]1OC(OC1)(C)C